[Ti](Cl)(Cl)(Cl)Cl.C(C)C(CC)(C(CC)(O)CC)O 3,4-DIETHYLHEXANE-3,4-DIOL Titanium (IV) chloride